N-(1-(6-(2-aminophenyl)pyridazin-3-yl)piperidin-3-yl)-4-chlorobenzamide NC1=C(C=CC=C1)C1=CC=C(N=N1)N1CC(CCC1)NC(C1=CC=C(C=C1)Cl)=O